rel-N-[(3S,4R)-6-oxo-4-({[(1s,4S)-4-phenylcyclohexyl]oxy}methyl)-7-(propan-2-yl)-1,3,4,6-tetrahydro-2H-quinolizin-3-yl]methanesulfonamide O=C1N2[C@H]([C@H](CCC2=CC=C1C(C)C)NS(=O)(=O)C)COC1CCC(CC1)C1=CC=CC=C1 |o1:3,4|